NC1=C(C=CC(=C1)OC(F)(F)F)S(=O)(=O)NC(CN(C)C)C1=CC(=C(C=C1)Cl)Cl 2-amino-N-(1-(3,4-dichlorophenyl)-2-(dimethylamino)ethyl)-4-(trifluoromethoxy)benzenesulfonamide